FC=1C=C(CCC2=C(C(=O)N)C=CC=C2)C=C(C1)F (3,5-difluorophenethyl)benzamide